Leucyl-glycyl-selenomethionyl-isoleucine N[C@@H](CC(C)C)C(=O)NCC(=O)N[C@@H](CC[Se]C)C(=O)N[C@@H]([C@@H](C)CC)C(=O)O